3-(3,3-dimethylureido)-4,4,4-trifluorobut-2-enoate CN(C(NC(=CC(=O)[O-])C(F)(F)F)=O)C